FP1(=NP(=NP(=N1)F)(OCC)F)OC1=CC(=CC=C1)C(F)(F)F 2,4,6-trifluoro-2-(3-(trifluoromethyl)phenoxy)-6-ethoxy-cyclotriphosphazene